6-chloro-3-(2-(trifluoromethyl)pyrimidin-5-yl)pyridine-carbaldehyde ClC1=CC=C(C(=N1)C=O)C=1C=NC(=NC1)C(F)(F)F